vinyl-(trifluoromethyl)dimethyl-silane C(=C)[Si](C)(C)C(F)(F)F